ClC=1C(=NN2C1C(NC[C@@H]2C)=O)C2=C1C(=NC=C2)C=CS1 (7S)-3-chloro-7-methyl-2-[thieno[3,2-b]pyridin-7-yl]-5H,6H,7H-pyrazolo[1,5-a]pyrazin-4-one